FC(OC1=C(C=CC(=C1)N1CCC(CC1)(C(F)(F)F)O)NC(=O)C=1C=CC=2C=C3N([C@@H](CNC3=O)C)C2N1)F (R)-N-(2-(difluoromethoxy)-4-(4-hydroxy-4-(trifluoromethyl)piperidin-1-yl)phenyl)-9-methyl-6-oxo-6,7,8,9-tetrahydropyrido[3',2':4,5]pyrrolo[1,2-a]pyrazine-2-carboxamide